OC1=CC(=C(/C=C/C=2C=C(C=C(C2)O)O)C=C1)O[Si](CC)(CC)CC (E)-5-(4-hydroxy-2-(triethylsiloxy)styryl)-1,3-benzenediol